[Si](C)(C)(C(C)(C)C)OC(C(F)(F)F)(C(F)(F)F)C1=CC=C(C=C1)N1CCC(CC1)C(=O)N(C)OC 1-(4-(2-((tert-butyldimethylsilyl)oxy)-1,1,1,3,3,3-hexafluoropropan-2-yl)phenyl)-N-methoxy-N-methylpiperidine-4-carboxamide